1,3-bis(chloromethylphenyl)-1,3-dimethyl-1,3-diphenyldisilazane ClCC1=C(C=CC=C1)[Si](N[Si](C1=CC=CC=C1)(C)C1=C(C=CC=C1)CCl)(C1=CC=CC=C1)C